C1(CCC1)NC=1C=C(C(=O)O)C=CC1 3-(Cyclobutylamino)benzoic acid